6-bromo-N-[1-(3-pyrimidin-2-ylpyrazin-2-yl)ethyl]-8-(trifluoromethoxy)quinazolin-4-amine BrC=1C=C2C(=NC=NC2=C(C1)OC(F)(F)F)NC(C)C1=NC=CN=C1C1=NC=CC=N1